CN(C1=CC=C(C=N1)C1=CC=C(C=C1)C=1SC2=C(N1)C=CC(=C2)N(CCOCCOCCOCCOCCOCC(=O)OC(C)(C)C)C(=O)OC(C)(C)C)C tert-butyl 2-[2-[2-[2-[2-[2-[[2-[4-[6-(dimethyl-amino)pyridin-3-yl]phenyl]-1,3-benzothiazol-6-yl]-[(2-methylpropan-2-yl)oxycarbonyl]amino]-ethoxy]ethoxy]ethoxy]ethoxy]ethoxy]ethanoate